4-hydroxy-5-methoxy-1-methylquinoline-2(1H)-one OC1=CC(N(C2=CC=CC(=C12)OC)C)=O